CN1CC=CC(=C1)N1CCN(CC1)CC=1C=CC=2C3=C(C(NC2C1)=O)N(N=C3)C N-methyl-5-(4-((3-methyl-4-oxo-4,5-dihydro-3H-pyrazolo[3,4-c]quinolin-7-yl)methyl)piperazin-1-yl)pyridine